FC1=C(C=C2CN(CC2=C1)S(=O)(=O)C)NC=1N=CC2=C(N1)C(=NC(=C2)C)N2CC1(C2)CN(CC1)C(=O)OC(C)(C)C tert-butyl 2-(2-((6-fluoro-2-(methylsulfonyl) isoindolin-5-yl) amino)-6-methylpyrido[3,4-d]pyrimidin-8-yl)-2,6-diazaspiro[3.4]octane-6-carboxylate